4-[4-(4-bromophenyl)-1-piperidyl]-2-chloro-3-fluoro-aniline BrC1=CC=C(C=C1)C1CCN(CC1)C1=C(C(=C(N)C=C1)Cl)F